FC1=C(O)C=CC(=C1O)F 2,4-difluororesorcinol